Tert-butyl (7-((6-chlorobenzo[d]thiazol-2-yl)amino)-7-oxoheptyl)carbamate ClC1=CC2=C(N=C(S2)NC(CCCCCCNC(OC(C)(C)C)=O)=O)C=C1